C(CCCCCCC)N=C=O octyl isocyanate